C(C1=CC=CC=C1)OC=1C=C2CCNC(C2=CC1OC)\C=C\C1=C(C=C(C(=C1)OCC=1C=C2C=NN(C2=CC1)C)OC)C 6-(benzyloxy)-7-methoxy-1-[(E)-2-{4-methoxy-2-methyl-5-[(1-methyl-1H-indazol-5-yl)methoxy]phenyl}ethenyl]-1,2,3,4-tetrahydroisoquinoline